C1(CC1)N1C(C2=C(C=C1C(F)(F)F)N=C(N2C)C2=C(C=C(C=N2)C2(CC2)C#N)SCC)=O 1-[6-[5-cyclopropyl-3-methyl-4-oxo-6-(trifluoromethyl)imidazo[4,5-c]pyridin-2-yl]-5-ethylsulfanyl-3-pyridinyl]cyclopropanecarbonitrile